C(C1=CC=CC=C1)OC1=C(C(=C(C=O)C=C1)B1OC(C(O1)(C)C)(C)C)F 4-(benzyloxy)-3-fluoro-2-(4,4,5,5-tetramethyl-1,3,2-dioxaborolan-2-yl)benzaldehyde